NC1=NN(C=C1)CCCNC(OC(C)(C)C)=O tert-butyl (3-(3-amino-1H-pyrazol-1-yl)propyl)carbamate